O[C@H]1CC2N([C@@H](CN(C2)C2=C3C=CC=NC3=C(C=C2)C#N)C)CC1 5-((4r,8r)-8-hydroxy-4-methyl-octahydro-2H-pyrido[1,2-a]pyrazin-2-yl)quinoline-8-carbonitrile